CN(CCCC=1C(=CC(N(C1)[C@H](C(=O)NC(C(=O)O)C)CC(C)C)=O)C(F)(F)F)C ((S)-2-(5-(3-(dimethylamino)propyl)-2-oxo-4-(trifluoromethyl)pyridin-1(2H)-yl)-4-methylpentanamido)propanoic acid